(R)-5-(1-(1H-pyrrolo[2,3-b]pyridin-4-yl)ethoxy)-3-(6-(4,4-difluoropiperidin-1-yl)pyridin-3-yl)-1H-indazole N1C=CC=2C1=NC=CC2[C@@H](C)OC=2C=C1C(=NNC1=CC2)C=2C=NC(=CC2)N2CCC(CC2)(F)F